(3-{[4-(3-ethoxy-2-hydroxypropoxy)phenyl]amino}-3-oxopropyl)(dimethyl)sulfonium 4-methylbenzenesulfonate CC1=CC=C(C=C1)S(=O)(=O)[O-].C(C)OCC(COC1=CC=C(C=C1)NC(CC[S+](C)C)=O)O